C(C1=CC=CC=C1)N1C(C2(C(C2C1=O)C(=O)OCC)C=1N(C=CC1)C)=O ethyl 3-benzyl-1-(1-methyl-1H-pyrrol-2-yl)-2,4-dioxo-3-azabicyclo[3.1.0]hexane-6-carboxylate